FC=1C=C2CN(CC2=CC1)C(=O)NC1=CC=C(C=C1)C12CCC(CC1)(CC2)C(NCC(C)(C)O)=O 5-fluoro-N-(4-(4-((2-hydroxy-2-methylpropyl)carbamoyl)bicyclo[2.2.2]octan-1-yl)phenyl)isoindoline-2-carboxamide